molybdenum di-n-butyldithiocarbamate C(CCC)N(C([S-])=S)CCCC.[Mo+4].C(CCC)N(C([S-])=S)CCCC.C(CCC)N(C([S-])=S)CCCC.C(CCC)N(C([S-])=S)CCCC